(S)-quinuclidin-3-yl (5-(4-cyclopropylphenyl)-2,2-dimethyl-2,3-dihydro-1H-inden-1-yl)carbamat C1(CC1)C1=CC=C(C=C1)C=1C=C2CC(C(C2=CC1)NC(O[C@@H]1CN2CCC1CC2)=O)(C)C